allyl (6aS)-2-methoxy-3-(4-methoxy-4-oxobutoxy)-12-oxo-6-((tetrahydro-2H-pyran-2-yl)oxy)-6,6a,7,8,9,10-hexahydrobenzo[e]pyrido[1,2-a][1,4]diazepine-5(12H)-carboxylate COC1=CC2=C(N(C([C@H]3N(C2=O)CCCC3)OC3OCCCC3)C(=O)OCC=C)C=C1OCCCC(=O)OC